CC1(OC=2C=C(C=CC2C=2C1=NC(=NC2)NC2=CC1=C(OCCN1C)N=C2)N2C(CCC2)=O)C 1-(5,5-dimethyl-3-((1-methyl-2,3-dihydro-1H-pyrido[2,3-b][1,4]-oxazin-7-yl)amino)-5H-chromeno[3,4-d]pyrimidin-8-yl)pyrrolidin-2-one